[I-].C[N+]1=C(C(C2=CC=CC=C12)(C)C)C 1,2,3,3-tetramethyl-3H-indolium iodide